4-(2,3-dihydro-1,4-dioxa-5-aza-7-naphthylamino)-2-{5-methoxy-6-[(1s,3s)-3-(dimethylamino)cyclobutoxy]-3-pyridylamino}pyrimidine O1CCOC2=NC=C(C=C12)NC1=NC(=NC=C1)NC=1C=NC(=C(C1)OC)OC1CC(C1)N(C)C